CN1N=C(C=C1S(=O)(=O)N1CCC2(CC(C2)N2CC3(COC3)C2)CC1)C(F)(F)F 6-(7-((1-methyl-3-(trifluoromethyl)-1H-pyrazol-5-yl)sulfonyl)-7-azaspiro[3.5]non-2-yl)-2-oxa-6-azaspiro[3.3]heptane